3-(2-aminobenzo[d]thiazol-5-yl)benzamide NC=1SC2=C(N1)C=C(C=C2)C=2C=C(C(=O)N)C=CC2